2-(6-amino-4-(2-(furan-2-carbonyl)hydrazino)-1H-pyrazolo[3,4-d]pyrimidin-1-yl)-2-(m-tolyl)propionic acid methyl ester COC(C(C)(C=1C=C(C=CC1)C)N1N=CC=2C1=NC(=NC2NNC(=O)C=2OC=CC2)N)=O